C1=C(C=CC2=CC=C(C=C12)C(=O)F)C(=O)F Naphthalene-2,7-dicarboxylic acid fluoride